isopropyl-4-cyclohexanone C(C)(C)C1CCC(CC1)=O